FCCN1N=C2C=CC(=CC2=C1)C=O 2-(2-Fluoroethyl)-2H-indazole-5-carbaldehyde